sulfamic acid ethanolamine salt C(O)CN.S(N)(O)(=O)=O